FC(C=1C=C(C=C(C1)C(F)(F)F)C1=NN(C=N1)\C=C/C(=O)N1N(C(CC1)=O)CCN(C)C)(F)F (Z)-1-(3-(3-(3,5-bis(trifluoromethyl)phenyl)-1H-1,2,4-triazol-1-yl)acryloyl)-2-(2-(dimethylamino)ethyl)pyrazolidin-3-one